C1(=CC=CC=C1)C#CC1=C(C=O)C=C(C=C1)Cl 2-(phenylethynyl)-5-chlorobenzaldehyde